ClCCCCCCOCCOCCOCC1=CC=CC=C1 ((2-(2-((6-chlorohexyl)oxy)ethoxy)ethoxy)methyl)benzene